BrC1=C2CNC(C2=CC=C1)=O 4-bromoisoindolin-1-one